(S,E)-4-(4'-(((trans)-4-aminotetrahydrofuran-3-yl)oxy)-[1,1'-biphenyl]-4-yl)-2-(2-((S)-1-hydroxyethyl)-1H-imidazol-1-yl)but-3-en-1-ol N[C@H]1[C@@H](COC1)OC1=CC=C(C=C1)C1=CC=C(C=C1)/C=C/[C@@H](CO)N1C(=NC=C1)[C@H](C)O